BrC=1C=C(C=CC1)[C@@H](C(=O)NC1=NN(C(=C1)C1CC1)C(=O)OCCCC)C butyl (S)-3-(2-(3-bromophenyl)propanamido)-5-cyclopropyl-1H-pyrazole-1-carboxylate